4-[2-(4-dimethylamino-piperidin-1-yl)-1-methyl-5-(6-methyl-pyridin-3-yl)-6-oxo-1,6-dihydro-pyrimidin-4-yl]-2-fluoro-benzonitrile CN(C1CCN(CC1)C=1N(C(C(=C(N1)C1=CC(=C(C#N)C=C1)F)C=1C=NC(=CC1)C)=O)C)C